NC1=C(C=C(N=N1)C1=C(C=CC=C1)O)N1CC2CCC(C1)N2C2=NC=C(C=N2)C2CCNCC2 2-(6-amino-5-(8-(5-(piperidin-4-yl)pyrimidin-2-yl)-3,8-diazabicyclo[3.2.1]octan-3-yl)pyridazin-3-yl)phenol